1-[4-(2,3-dihydro-1H-inden-4-yl)piperazin-1-yl]-2-{3-[(2R,6S)-2,6-dimethylmorpholine-4-carbonyl]-5,6-dihydrocyclopenta[c]pyrazol-1(4H)-yl}ethan-1-one C1CCC2=C(C=CC=C12)N1CCN(CC1)C(CN1N=C(C2=C1CCC2)C(=O)N2C[C@H](O[C@H](C2)C)C)=O